2-(1-(4-(4-Methylpiperazin-1-yl) phenyl) ethyl)-10H-phenothiazinesuccinate CN1CCN(CC1)C1=CC=C(C=C1)C(C)C1=C(C=2NC3=CC=CC=C3SC2C=C1)C(CC(=O)[O-])C(=O)[O-]